BrC1=CC=2N(C=C1C)N=CC2C(=O)OCC ethyl 5-bromo-6-methylpyrazolo[1,5-a]pyridine-3-carboxylate